4-chloro-7-((3aR,4R,6R,6aR)-6-(3,4-dichlorobenzyl)-2,2,6a-trimethyltetrahydrofuro[3,4-d][1,3]dioxol-4-yl)-7H-pyrrolo[2,3-d]pyrimidine ClC=1C2=C(N=CN1)N(C=C2)[C@@H]2O[C@@H]([C@]1(OC(O[C@H]12)(C)C)C)CC1=CC(=C(C=C1)Cl)Cl